NC=1C(=NON1)N1N=NC(=C1)C(=O)NNCC=1C=C(C(=O)OC)C=CC1O (E)-methyl 3-((2-(1-(4-amino-1,2,5-oxadiazol-3-yl)-1H-1,2,3-triazole-4-carbonyl) hydrazino) methyl)-4-hydroxybenzoate